C(CCCCCCCCCCCCCCCCCCC)(=O)OCCCCCCCCCCCCCCC pentadecyl icosanoate